P(=O)(=O)CC(COC(C)CO)O phosphodipropylene glycol